C1(CCCCC1)CN1CC(CC1)C=1NC(N(N1)C1=CC=C(C=C1)OC)=O 5-(1-(cyclohexylmethyl)pyrrolidin-3-yl)-2-(4-methoxyphenyl)-2,4-dihydro-3H-1,2,4-triazol-3-one